C(C)(=O)OC1=C(C=CC(=C1)C1CCC1)N1N=C2CCNCC3C2=C1CCN3C(=O)O.BrC3=CC=C1C(C(NC1=C3)=O)C3=C(C=CC(=C3)C)C 6-bromo-3-(2,5-DIMETHYLPHENYL)indolin-2-one 2-(2-acetoxy-4-cyclobutylphenyl)-2,3,4,5a,6,7,8,9-octahydro-5H-1,2,5,7-tetraazabenzo[cd]azulene-5-carboxylate